6-(1,3,5-trimethyl-1H-pyrazol-4-yl)-3,4-dihydropyrazino[1,2-a]indol-1(2H)-one CN1N=C(C(=C1C)C1=CC=CC=2C=C3N(C12)CCNC3=O)C